(R)-5-[1,2]Dithiolan-3-yl-pentanoic acid (2-hydroxy-ethoxy)-methyl-amide OCCON(C(CCCC[C@H]1SSCC1)=O)C